ethyl 2-[2-[(3,6-difluoro-2-pyridyl)amino]-3-pyridyl]-5-fluoro-6-(5-methyl-1-tetrahydropyran-2-yl-indazol-4-yl)pyrimidine-4-carboxylate FC=1C(=NC(=CC1)F)NC1=NC=CC=C1C1=NC(=C(C(=N1)C(=O)OCC)F)C1=C2C=NN(C2=CC=C1C)C1OCCCC1